(3'r)-5',5'-difluoro-2-oxo[1,3'-bipiperidine]-1'-carboxylic acid 2-chloropyrimidin-5-yl ester ClC1=NC=C(C=N1)OC(=O)N1C[C@@H](CC(C1)(F)F)N1C(CCCC1)=O